CN1C(CNCC1)[Sn]C1N(CCNC1)C bis(N-methylpiperazinyl)tin